C(C)OC=1C=NC(=NC1)N1CCC(CC1)CCCOC1=CC(=C(C=C1)CC(=O)N1CCN(CC1)C[C@@H]([C@H]([C@@H]([C@@H](CO)O)O)O)O)F 2-(4-(3-(1-(5-ethoxypyrimidin-2-yl)piperidin-4-yl)propoxy)-2-fluorophenyl)-1-(4-((2S,3R,4R,5R)-2,3,4,5,6-pentahydroxyhexyl)piperazin-1-yl)ethan-1-one